[Cl-].[Cl-].[Cl-].[Cl-].[Zr+4].[Hf+4] hafnium zirconium tetrachloride